BrCC1=CC(=CC(=C1)CI)CBr 1,3-dibromomethyl-5-iodomethylbenzene